BrC1=CNC2=NC=CC(=C21)OC2=C(C=C(C=C2F)NC=2OC[C@@](CN2)(C)CO)F |r| (+/-)-[2-({4-[(3-bromo-1H-pyrrolo[2,3-b]pyridin-4-yl)oxy]-3,5-difluorophenyl}amino)-5-methyl-5,6-dihydro-4H-1,3-oxazin-5-yl]methanol